(2R,3S,4S,5R)-3-(3,4-difluoro-2-methoxy-phenyl)-4,5-dimethyl-5-(trifluoromethyl)tetrahydrofuran-2-carboxylic acid (1R)-1-phenylethanamine salt C1(=CC=CC=C1)[C@@H](C)N.FC=1C(=C(C=CC1F)[C@H]1[C@@H](O[C@]([C@H]1C)(C(F)(F)F)C)C(=O)O)OC